6-(4,4-Difluoropiperidin-1-yl)-N-(5-((6-methoxy-7-(3-morpholinopropoxy)chinolin-4-yl)oxy)pyridin-2-yl)picolinamid FC1(CCN(CC1)C1=CC=CC(=N1)C(=O)NC1=NC=C(C=C1)OC1=CC=NC2=CC(=C(C=C12)OC)OCCCN1CCOCC1)F